NO Racemic-amino alcohol